OC1=CC=C(C=C1)CCC(=O)C1=C(C=C(C=C1O)O)O 3-(4-hydroxyphenyl)-1-(2,4,6-trihydroxyphenyl)-1-propanone